C(C)OC(=O)C=1C(C=C2N(C(CC3=CC(=C(C=C23)OC)C2=CN=C(S2)N2CC(C2)F)C(C)(C)C)C1)=O 6-tert-butyl-9-[2-(3-fluoroazetidin-1-yl)thiazol-5-yl]-10-methoxy-2-oxo-6,7-dihydro-2H-pyrido[2,1-a]isoquinoline-3-carboxylic acid ethyl ester